C(C1=CC=CC=C1)=C(O)[C@H](O)[C@@H](O)[C@H](O)[C@H](O)CO benzyliden-D-sorbitol